[methyl[4-(trifluoromethyl)phenyl]-carbamoyl]formic acid CN(C(=O)C(=O)O)C1=CC=C(C=C1)C(F)(F)F